(4-((5-(1,5-dimethyl-1H-pyrazol-4-yl)isoquinolin-3-yl)amino)-3-methoxyphenyl)(3-methoxyazetidin-1-yl)methanone CN1N=CC(=C1C)C1=C2C=C(N=CC2=CC=C1)NC1=C(C=C(C=C1)C(=O)N1CC(C1)OC)OC